(prop-2-yn-1-yl)propenamide C(C#C)C(C(=O)N)=C